[F-].C(CC)[N+]1(CCCCC1)CC 1-Propyl-1-ethylpiperidinium fluorid